amino-1,2,4-triazole-5-thiol NC1=NNC(=N1)S